C(C1=CC=CC=C1)N1[C@H]2C(CC([C@@H]1CC2)C(F)(F)F)N (1R,5S)-8-benzyl-4-(trifluoromethyl)-8-azabicyclo[3.2.1]octan-2-amine